FC1CN=C(NC1)NC=1C=C(C(=O)NCC(=O)O)C=C(C1)O {3-[(5-fluoro-1,4,5,6-tetrahydropyrimidin-2-yl)amino]-5-hydroxybenzoyl}glycine